ClC=1C=NC=C(C1)C#CC1(CC1)CF 3-chloro-5-((1-(fluoromethyl)cyclopropyl)ethynyl)pyridine